di(3-chlorobenzoyl) peroxide ClC=1C=C(C(=O)OOC(C2=CC(=CC=C2)Cl)=O)C=CC1